FC1=CC(=C(C=C1)\C=N\OCC1=C(C=CC=C1C)\C(\C(=O)OC)=N/OC)C(F)(F)F Methyl (2E)-2-[2-[[(E)-[4-fluoro-2-(trifluoromethyl)phenyl]methyleneamino]oxymethyl]-3-methyl-phenyl]-2-methoxyimino-acetate